The molecule is a carbohydrate acid anion that results from the deprotonation of the carboxylic acid group of beta-D-Delta(4)-GlcpA-(1->4)-beta-D-Glcp-(1->4)-alpha-L-Rhap-(1->3)-beta-D-Glcp. The major species at pH 7.3. It is a conjugate base of a beta-D-Delta(4)-GlcpA-(1->4)-beta-D-Glcp-(1->4)-alpha-L-Rhap-(1->3)-beta-D-Glcp. C[C@H]1[C@@H]([C@H]([C@H]([C@@H](O1)O[C@H]2[C@@H]([C@H](O[C@H]([C@@H]2O)O)CO)O)O)O)O[C@H]3[C@@H]([C@H]([C@@H]([C@H](O3)CO)O[C@H]4[C@@H]([C@H](C=C(O4)C(=O)[O-])O)O)O)O